CC=1C2=C(NC(C1C(C=CC=1C=NC=CC1)=O)=O)SC=C2 4-methyl-5-(3-(pyridin-3-yl)acryloyl)thieno[2,3-b]pyridin-6(7H)-one